ClC=1C=CC=C2C=CC=C(C12)N1CCC=2C(=CC(=NC2C1)OC[C@]12CCCN2C[C@@H](C1)F)N1C[C@@H](NCC1)CC#N 2-((S)-4-(7-(8-chloronaphthalene-1-yl)-2-(((2R,7aS)-2-fluorotetrahydro-1H-pyrrolizine-7a(5H)-yl)methoxy)-5,6,7,8-tetrahydro-1,7-naphthyridin-4-yl)piperazin-2-yl)acetonitrile